(S)-7-bromo-3-((tert-butoxycarbonyl)amino)-4-oxo-2,3,4,5-tetrahydro-1H-benzo[b][1,4]Diazepine BrC1=CC2=C(NC[C@@H](C(N2)=O)NC(=O)OC(C)(C)C)C=C1